N-((S)-(7-((S*)-1-(2-(3,3-Difluorocyclobutyl)acetamido)-2-hydroxyethyl)imidazo[1,2-b]pyridazin-2-yl)(4,4-difluorocyclohexyl)methyl)-1-isopropyl-1H-pyrazole-5-carboxamide FC1(CC(C1)CC(=O)N[C@H](CO)C1=CC=2N(N=C1)C=C(N2)[C@@H](NC(=O)C2=CC=NN2C(C)C)C2CCC(CC2)(F)F)F |o1:9|